7-methoxy-2-((1r,3r)-3-phenylcyclobutyl)-[1,2,4]triazolo[1,5-c]quinazolin-5-amine COC1=CC=CC=2C=3N(C(=NC12)N)N=C(N3)C3CC(C3)C3=CC=CC=C3